beta-hydroxyethyloxy-para-phenylenediamine OCCONC1=CC=C(C=C1)N